1-(7-fluoro-2,3-dihydro-1H-inden-1-yl)-N,N-dimethyl-4-[4-(4-methylsulfonylpiperazin-1-yl)phenyl]pyrrolidin-3-amine FC=1C=CC=C2CCC(C12)N1CC(C(C1)C1=CC=C(C=C1)N1CCN(CC1)S(=O)(=O)C)N(C)C